C(#N)C1=CC=C(C=C1)[C@@H]1CN(CC[C@@H]1O)C(=O)OC(C)(C)C |r| racemic-tertbutyl (3R*,4S*)-3-(4-cyanophenyl)-4-hydroxypiperidine-1-carboxylate